3-Sulfonylpropyl Methacrylate Tridodecylammonium Salt C(CCCCCCCCCCC)[NH+](CCCCCCCCCCCC)CCCCCCCCCCCC.C(C(=C)C)(=O)OCCC=S(=O)=O